C(C)(C)(C)OC(=O)N[C@H](C(=O)N1[C@@H](C[C@H](C1)O)C(=O)OCC(=O)C1=CC=C(C=C1)Br)C(C)(C)C 2-(4-bromophenyl)-2-oxoethyl (2S,4R)-1-[(2S)-2-[[(tert-butoxy)carbonyl]amino]-3,3-dimethylbutanoyl]-4-hydroxypyrrolidine-2-carboxylate